5-{3-[(tert-Butyldimethylsilyl)oxy]-1-(oxan-2-yloxy)propyl}-4-chloro-1,3-thiazole [Si](C)(C)(C(C)(C)C)OCCC(OC1OCCCC1)C1=C(N=CS1)Cl